CN(C)CC1(CC1)COC1=NC2=C(C(=CC=C2C(=N1)N1CC2(C(NC(N2)=O)=O)CCC1)C1=CC(=CC2=CC=C(C(=C12)CC)F)O)F 7-(2-((1-((dimethylamino)methyl)cyclopropyl)methoxy)-7-(8-ethyl-7-fluoro-3-hydroxynaphthalen-1-yl)-8-fluoroquinazolin-4-yl)-1,3,7-triazaspiro[4.5]decane-2,4-dione